z-9-Tetradecenoic Acid C(CCCCCCC\C=C/CCCC)(=O)O